4-(2-(4-(ethyl-(4-hydroxybutyl)amino)benzylidene)hydrazino)benzoic acid C(C)N(C1=CC=C(C=NNC2=CC=C(C(=O)O)C=C2)C=C1)CCCCO